FC(OC1=CC=C(C=C1)C=1C=C(C(N(N1)C1=CC(=CC=C1)F)=O)C(=O)OC)(F)F methyl 6-[4-(trifluoromethoxy) phenyl]-2-(3-fluorophenyl)-3-oxo-2,3-dihydropyridazine-4-carboxylate